FC1=C(C=CC(=C1)OC1=C(C=C2CCN[C@@](C2=C1)(CC(NC=1SC=CN1)=O)C)OC)C=1C=C(NC1)C(=O)O (R)-4-(2-fluoro-4-((6-methoxy-1-methyl-1-(2-oxo-2-(thiazol-2-ylamino)ethyl)-1,2,3,4-tetrahydroisoquinolin-7-yl)oxy)phenyl)-1H-pyrrole-2-carboxylic acid